N1-(2-(dimethylamino)ethyl)-5-methoxy-N1-methyl-N4-(4-(3,3,5-trimethyl-2,3-dihydro-1H-pyrrolo[3,2-b]pyridin-1-yl)pyrimidin-2-yl)benzene-1,2,4-triamine CN(CCN(C=1C(=CC(=C(C1)OC)NC1=NC=CC(=N1)N1CC(C2=NC(=CC=C21)C)(C)C)N)C)C